CN1CCOC2=C1C=CC(=C2)CCN 2-(4-Methyl-3,4-dihydro-2H-benzo[1,4]oxazin-7-yl)-ethylamine